CC=1SC(=C(N1)C)C=1C=C2C(=NC1)CN(C2=O)C=2N=NC(=CC2)N2C(CNCC2)=O 3-(2,4-dimethyl-1,3-thiazol-5-yl)-6-[6-(2-oxopiperazin-1-yl)-1,2-diazin-3-yl]-6,7-dihydro-5H-pyrrolo[4,3-b]pyridin-5-one